OC1=C(C2=CC=CC=C2C=C1)C1=C(C=CC2=CC=CC=C12)O 2,2'-dihydroxy-[1,1'-binaphthyl]